3-(aminomethyl)-6-chloro-4-(methylthio)pyridin-2(1H)-one hydrochloride salt Cl.NCC=1C(NC(=CC1SC)Cl)=O